2-(1-(3,4-dimethoxybenzyl)-6-methoxy-7-(2,2,2-trifluoroethoxy)-3,4-dihydroisoquinolin-2(1H)-yl)-N-(pyridin-3-ylmethyl)acetamide COC=1C=C(CC2N(CCC3=CC(=C(C=C23)OCC(F)(F)F)OC)CC(=O)NCC=2C=NC=CC2)C=CC1OC